CN1N=NC(=C1C(=O)O)C1=NC=C(C=C1)S(=O)(=O)C 1-methyl-4-(5-(methylsulfonyl)pyridin-2-yl)-1H-1,2,3-triazole-5-carboxylic acid